2,4-di-tert-butylcatechol C(C)(C)(C)C1(C(O)C=CC(=C1)C(C)(C)C)O